C(CCC(=O)[O-])(=O)O[C@@H]1[C@]2(C)[C@@H](CC1)[C@@H]1CC[C@@H]3C[C@@H](CC[C@]3(C)[C@H]1CC2)O[Si](C)(C)C(C)(C)C 3α-(tert-butyldimethylsilyloxy)-5β-androstan-17β-yl succinate